S(=O)([O-])[O-].[Cs+].[Cs+] Caesium sulfit